[C@H]12OC[C@H](N(C1)CCOCCN1C3=C(OC4=C1N=CC(=C4)C=4C=C1C=NNC1=CC4)C=C(C=N3)C=3C=C4C=NNC4=CC3)C2 10-(2-(2-((1R,4R)-2-oxa-5-azabicyclo[2.2.1]heptan-5-yl)ethoxy)ethyl)-3,7-di(1H-indazol-5-yl)-10H-dipyrido[3,2-b:2',3'-e][1,4]oxazine